CN(C1=CC=C2C=C(C(OC2=C1)=O)C(=O)[O-])CC1=CC=C(C=C1)C(F)(F)F.OCC(CO)([NH3+])CO 1,3-dihydroxy-2-(hydroxymethyl)propan-2-aminium 7-(methyl(4-(trifluoromethyl)benzyl)amino)-2-oxo-2H-chromene-3-carboxylate